N1=CC=CC=C1C(CC1CN(C1)C=1C=NC=NC1)=O pyridin-6-yl-2-[1-(pyrimidin-5-yl)azetidin-3-yl]ethanone